3-methyldiacetoxysilyl-1-propyl thioacetate C(C)(=S)OCCC[Si](OC(C)=O)(OC(C)=O)C